carbamic acid [(2R)-2,3-dihydroxypropyl] ester TFA salt OC(=O)C(F)(F)F.O[C@@H](COC(N)=O)CO